2,5-bis(3-thietanylthiomethyl)-2,5-dimethyl-1,4-dithian S1CC(C1)SCC1(SCC(SC1)(C)CSC1CSC1)C